(N-[tris-(hydroxymethyl)-methyl])-glycine OCC(NCC(=O)O)(CO)CO